CCOC(=O)NC1=CC=C(C=C1)SCC2COC(O2)(CN3C=CN=C3)C4=C(C=C(C=C4)Cl)Cl The molecule is a carbamate ester that is the ethyl ester of [4-({[2-(2,4-dichlorophenyl)-2-(imidazol-1-ylmethyl)-1,3-dioxolan-4-yl]methyl}sulfanyl)phenyl]carbamic acid. It is a member of triazoles, a dichlorobenzene, a dioxolane, a cyclic ketal, an aryl sulfide and a carbamate ester.